4-amino-N-[4-(methoxymethyl)phenyl]-7-(1-methylcyclopropyl)-6-[(1-methylpiperidin-4-yl)ethynyl]-7H-pyrrolo[2,3-d]pyrimidine-5-carboxamide NC=1C2=C(N=CN1)N(C(=C2C(=O)NC2=CC=C(C=C2)COC)C#CC2CCN(CC2)C)C2(CC2)C